cyclopentyl ((R)-1-cyclopropylethyl)carbamate C1(CC1)[C@@H](C)NC(OC1CCCC1)=O